ClC1=CSC2=C1NC(=C2)C(=O)N2[C@@H]([C@H]1[C@@H](C2)CC(C1)(F)F)C(=O)N[C@H](C[C@@H]1C(NCCC1)=O)C#N (1S,3aS,6aR)-2-(3-chloro-4H-thieno[3,2-b]pyrrole-5-carbonyl)-N-((R)-1-cyano-2-((R)-2-oxopiperidin-3-yl)ethyl)-5,5-difluorooctahydrocyclopenta[c]pyrrole-1-carboxamide